1-[(2R,4R,5R)-5-(hydroxymethyl)-4-[(4-methoxyphenyl)diphenylmethoxy]oxolan-2-yl]-5-methyl-3H-pyrimidine-2,4-dione OC[C@@H]1[C@@H](C[C@@H](O1)N1C(NC(C(=C1)C)=O)=O)OC(C1=CC=CC=C1)(C1=CC=CC=C1)C1=CC=C(C=C1)OC